FC1=CC=C2C(N3C(=NC2=C1C)C(C1=CC(=CC=C13)[N+](=O)[O-])=O)=O 3-fluoro-4-methyl-8-nitroindolo[2,1-b]quinazoline-6,12-dione